1-(oxan-2-yl)pyrazol-4-ylboronic acid O1C(CCCC1)N1N=CC(=C1)B(O)O